[Cl-].N1=C(C=CC=C1)C1=NC=CC=C1.N1=C(C=CC=C1)C1=NC=CC=C1.N1=C(C=CC=C1)C1=NC=CC=C1.[Ni+2].[Cl-] nickel tris(2,2'-bipyridine) chloride